[Cl-].[Cl-].ClC=1C=C(C=CC1)C(=[Zr+2](C1=CC(=CC=2C3=CC(=CC=C3CC12)C(C)(C)C)C(C)(C)C)C1C=CC=C1)C1=CC(=CC=C1)Cl Bis(m-chlorophenyl)methylene(cyclopentadienyl)(3,6-di-t-butylfluorenyl)zirconium dichloride